N-(1-((dimethylamino)methyl)cyclopropyl)-2,2-difluoro-2-(3-fluorophenyl)acetamide CN(C)CC1(CC1)NC(C(C1=CC(=CC=C1)F)(F)F)=O